N1(C(=O)C(=O)C2=CC=CC=C12)CC(=O)O Isatin-1-acetic acid